(R)-3-(2-(6-((5-acrylamido-4-(4-(4-cyclopropyl-piperazin-1-yl)-piperidin-1-yl)-2-methoxyphenyl)-amino)pyrimidin-4-yl)isoxazolidin-3-yl)-N-cyclohex-ylbenzamide C(C=C)(=O)NC=1C(=CC(=C(C1)NC1=CC(=NC=N1)N1OCC[C@@H]1C=1C=C(C(=O)NC2CCCCC2)C=CC1)OC)N1CCC(CC1)N1CCN(CC1)C1CC1